8-((3R,5S)-3-(fluoromethyl)-5-methylpiperazin-1-yl)-2-methyl-4-(5-methyl-1,3,4-oxadiazol-2-yl)-N-(1-methylcyclopropyl)quinazoline-6-sulfonamide FC[C@H]1CN(C[C@@H](N1)C)C=1C=C(C=C2C(=NC(=NC12)C)C=1OC(=NN1)C)S(=O)(=O)NC1(CC1)C